(R)-8-(8-(2,3-dichlorophenyl)-7-methylimidazo[1,2-c]pyrimidin-5-yl)-8-azaspiro[4.5]decan-amine ClC1=C(C=CC=C1Cl)C=1C=2N(C(=NC1C)N1CCC3(CCC[C@H]3N)CC1)C=CN2